The molecule is an organoammonium salt resulting from the mixing of equimolar amounts of formic acid and ethylamine. It contains a formate and an ethylaminium. CC[NH3+].C(=O)[O-]